4-prop-(1E)-enylcyclohexanone C(=C\C)/C1CCC(CC1)=O